trans-2-(5-amino-2-methylphenyl)cyclobutane-1-carbonitrile NC=1C=CC(=C(C1)[C@H]1[C@@H](CC1)C#N)C